O[C@@H](CCCCCCCCC)CCCCCCO (S)-10,16-dihydroxyhexadecane